ClC=1SC=C(C1NC(=O)C1=CN=C(S1)NC1=NC(=NC(=C1)N1CC(N(CC1)C)C)C)C(F)F N-(2-chloro-4-(difluoromethyl)thiophen-3-yl)-2-((6-(3,4-dimethylpiperazin-1-yl)-2-methylpyrimidin-4-yl)amino)thiazole-5-carboxamide